(2S,3S,4R,5R)-5-(2-(5-chloropyridin-3-yl)-6-((furan-2-ylmethyl)amino)-9H-purin-9-yl)-3,4-dihydroxyl-N-(methyl-d3)tetrahydrofuran-2-carboxamide ClC=1C=C(C=NC1)C1=NC(=C2N=CN(C2=N1)[C@H]1[C@@H]([C@@H]([C@H](O1)C(=O)NC([2H])([2H])[2H])O)O)NCC=1OC=CC1